FC1=C(C=C(C=C1)[N+](=O)[O-])S(=O)(=O)NC1=CC=C(C=C1)OC 2-fluoro-N-(4-methoxyphenyl)-5-nitrobenzenesulfonamide